1-isopropyl-3-(1H-1,2,3-triazol-4-yl)-1H-pyrazolo[3,4-d]pyrimidin-4-amine C(C)(C)N1N=C(C=2C1=NC=NC2N)C=2N=NNC2